pyrido[1,2-b]isoquinoline C=1C=CCN2C=C3C=CC=CC3=CC21